N12C[C@H](C(CC1)CC2)OC(N[C@@H]2C(CCC1=CC(=C(C=C21)F)C2=CC=C(C=C2)CCCC)(C)C)=O (S)-quinuclidin-3-yl((R)-6-(4-butylphenyl)-7-fluoro-2,2-dimethyl-1,2,3,4-tetrahydronaphthalen-1-yl)carbamate